C1=NC=CC2=CC(=CC=C12)C(CC)N1N=CC=C1 1-(1-(isoquinolin-6-yl)propyl)-1H-pyrazole